O[C@H]1[C@@H]([C@H]2[C@H]([C@H]([C@H]3[C@@H]4CC[C@H]([C@@H](CCCNS(=O)(=O)C5=C(C=CC=C5)C(F)(F)F)C)[C@]4(CC[C@@H]3[C@]2(CC1)C)C)O)CC)F N-(3alpha,7alpha-dihydroxy-4beta-fluoro-6alpha-ethyl-5beta-cholan-24-yl)-2-trifluoromethylphenyl-sulfonamide